(S)-N-(6-guanidino-1-((1,1,1,3,3,3-hexafluoropropan-2-yl)oxy)-2-oxohexan-3-yl)-2-methoxy-2-methylpropanamide N(C(=N)N)CCC[C@@H](C(COC(C(F)(F)F)C(F)(F)F)=O)NC(C(C)(C)OC)=O